3-[3-(3-cyclopropyl-2-fluoro-phenoxy)-6-methyl-pyridazin-4-yl]-5-[(2,4-dimethylphenyl)methyl]-5,6-dihydro-4H-1,2,4-oxadiazine C1(CC1)C=1C(=C(OC=2N=NC(=CC2C2=NOCC(N2)CC2=C(C=C(C=C2)C)C)C)C=CC1)F